N-(6-amino-5-methylpyridin-3-yl)-2-(2-(2-((Dimethylamino)methyl)benzo[d]thiazol-5-yl)-5-methylpiperidin-1-yl)-2-oxoacetamide NC1=C(C=C(C=N1)NC(C(=O)N1C(CCC(C1)C)C=1C=CC2=C(N=C(S2)CN(C)C)C1)=O)C